2-methyl-4-(4-((6-nitropyridin-3-yl)oxy)pyridin-2-yl)thiazole CC=1SC=C(N1)C1=NC=CC(=C1)OC=1C=NC(=CC1)[N+](=O)[O-]